N-isopropyl-3-(1-(piperidin-4-yl)-1H-1,2,3-triazol-4-yl)-6-(1H-pyrazol-4-yl)quinolin-4-amine C(C)(C)NC1=C(C=NC2=CC=C(C=C12)C=1C=NNC1)C=1N=NN(C1)C1CCNCC1